(+)-[2-(2-Chloro-4-fluoro-phenoxy)-7-azaspiro[3.5]nonan-7-yl]-[(3S)-3-(1H-1,2,4-triazol-5-yl)pyrrolidin-1-yl]methanone ClC1=C(OC2CC3(C2)CCN(CC3)C(=O)N3C[C@H](CC3)C3=NC=NN3)C=CC(=C1)F